N1[C@@H](CCC1)C(=O)N[C@@H](C(C)C)C(=O)OC([C@@H](NC([C@H]1NCCC1)=O)C(C)C)=O L-prolyl-L-valine anhydride